(5S,7S)-5-(2,3-difluorophenyl)-7-fluoro-2-[(R)-fluoromethylsulfinyl]-6,7-dihydro-5H-pyrrolo[1,2-b][1,2,4]triazole FC1=C(C=CC=C1F)[C@@H]1C[C@@H](C=2N1N=C(N2)[S@@](=O)CF)F